CC1=CC2=CC=C(C=C2C=C1)C(C)C 2-methyl-6-Isopropylnaphthalene